COC(=O)C=1C(=CC=C(C1)C1=C2C(=NNC2=CC=C1)N)C=1CCCCC1 4-(3-amino-1H-indazol-4-yl)-2',3',4',5'-tetrahydro-[1,1'-biphenyl]-2-carboxylic acid methyl ester